ClC1=NC(=C(C2=C(C(=NC=C12)Cl)F)C)Cl 1,3,6-trichloro-5-fluoro-4-methyl-2,7-naphthyridine